CO[SiH](O[Si](O[Si](O[Si](OC)(OC)OC)(OC)OC)(OC)OC)O[SiH2]O[SiH2]O[SiH2]O[SiH2]O[SiH2]O[SiH2]O[SiH2]O[SiH3] octamethoxydodecasiloxane